FC(OC1=CC=C(C=N1)C(C(=O)OCC)(C(=O)OCC)C)F diethyl [6-(difluoromethoxy)pyridin-3-yl](methyl)propanedioate